C(C)[Si](C)(CC)NC(CN(CC)CC)(C)C (diethylmethylsilyl)(2-diethylamino-1,1-dimethylethyl)amine